OC=1C=C(C=CC1O)[C@H]1OC=2C(C[C@@H]1O)=C(C(=C(C2)O)[C@@H]2[C@H]([C@H](OC1=C2C(=CC(=C1)O)O)C1=CC(=C(C=C1)O)O)O)O (2R,3S)-2-(3,4-dihydroxyphenyl)-6-[(2R,3R,4S)-2-(3,4-dihydroxyphenyl)-3,5,7-trihydroxy-3,4-dihydro-2H-benzopyran-4-yl]-3,4-dihydro-2H-benzopyran-3,5,7-triol